4-bromo-1-tetrahydropyran-2-yl-5-(trifluoromethyl)indazole BrC1=C2C=NN(C2=CC=C1C(F)(F)F)C1OCCCC1